N-Methyl-N-trihydroxysilylpropyl-aminobutyl-sulfonic acid lithium salt [Li+].CN(CCC[Si](O)(O)O)CCCCS(=O)(=O)[O-]